4-FLUORO-4-PIPERIDINECARBOXYLIC ACID FC1(CCNCC1)C(=O)O